C1(=C(C(=CC=C1)CN)CN)CN 1,2,3-benzenetrimethanamine